tert-butyl N-[2-[1-(3-bromo-2-fluoro-phenyl)ethyl-cyclopropyl-amino]ethyl]carbamate BrC=1C(=C(C=CC1)C(C)N(CCNC(OC(C)(C)C)=O)C1CC1)F